C(C)(C)(C)OC(=O)N([C@H]1C[C@H](N(CC1)C(=O)OCC1=CC=CC=C1)C1=C(C=CC=C1)F)C benzyl (2S,4R)-4-((tert-butoxycarbonyl)(methyl)amino)-2-(2-fluorophenyl)piperidine-1-carboxylate